ClC=1C(=NC(=CC1)OCC1=C(C=C(C=C1)Cl)F)C1[C@H]2CNC[C@@H]12 (1R,5S,6r)-6-(3-Chloro-6-((4-chloro-2-fluorobenzyl)oxy)pyridin-2-yl)-3-azabicyclo[3.1.0]hexane